NC1COC(OC1)CN1C(C2=CC(=C(C=C2C1)NC(=O)C=1C=NN2C1N=CC=C2)N2CCOCC2)=O N-(2-(((2R,5R)-5-amino-1,3-dioxan-2-yl)methyl)-6-morpholino-1-oxoisoindolin-5-yl)pyrazolo[1,5-a]pyrimidine-3-carboxamide